(2E)-2-[(AMINOCARBONYL)HYDRAZONO]PROPANOIC ACID NC(=O)N\N=C(\C(=O)O)/C